[Na].[Na].[Mg] magnesium disodium salt